hydrazinium hydrogensulfate S(=O)(=O)(O)[O-].[NH3+]N